CC1=NC=CC=C1NC=1C(=NC=CC1)C.[Cu] copper bis(2-methylpyridyl)amine